CC1=C(C(=CC(=C1N)SC)SC)N 1-methyl-3,5-bis(methylthio)-2,6-diaminobenzene